N-(2,3-Dihydro-1H-inden-5-yl)-4-[2-(4-fluorophenyl)-4-oxo-1,3-thiazolidin-3-yl]-3-methylbenzamide C1CCC2=CC(=CC=C12)NC(C1=CC(=C(C=C1)N1C(SCC1=O)C1=CC=C(C=C1)F)C)=O